Methyl 4-(2-(6-((7R)-7-amino-2-azabicyclo[2.2.1]heptane-2-carbonyl)-3-methylpyrazolo[1,5-a]pyridin-2-yl)-1-(cyclopropylmethyl)-1H-indol-7-yl)piperidine-1-carboxylate N[C@H]1C2N(CC1CC2)C(=O)C=2C=CC=1N(C2)N=C(C1C)C=1N(C2=C(C=CC=C2C1)C1CCN(CC1)C(=O)OC)CC1CC1